C(C#CC(CC)O)O 2-hexyne-1,4-diol